8-fluoro-4b-(5-fluoro-3-methyl-1H-indol-2-yl)-10-methyl-11-phenyl-11,11a-dihydroindeno[2',1':4,5]pyrrolo[1,2-a]indol-12(4bH)-one FC1=CC=2C(=C3N(C2C=C1)C1(C(C3C3=CC=CC=C3)C(C3=CC=CC=C31)=O)C=3NC1=CC=C(C=C1C3C)F)C